BrC=1N=C(SC1)C1=C2N=CC(=NC2=CC(=C1)C)OC(F)F 4-bromo-2-(2-(difluoromethoxy)-7-methylquinoxalin-5-yl)thiazole